5-phenyl-1,3,4-Oxadiazole C1(=CC=CC=C1)C1=NN=CO1